FC1=C(C(=O)OC)C=C(C(=C1)NC(C(=O)OC)CC)[N+](=O)[O-] Methyl 2-fluoro-4-((1-methoxy-1-oxobutan-2-yl) amino)-5-nitrobenzoate